1-(4-hydroxyphenyl)-8,9-dihydro-2,7,9a-triazabenzo[cd]azulen-6(7H)-one OC1=CC=C(C=C1)C1=NC2=C3C(C(NCCN13)=O)=CC=C2